7,7-dimethyl-4-(1-((S)-3-methylpiperidin-1-yl)ethyl)-6,7-dihydro-5H-cyclopenta[b]pyridine-2-carboxamide CC1(CCC=2C1=NC(=CC2C(C)N2C[C@H](CCC2)C)C(=O)N)C